SC(C(=O)OCC(CO)O)C glycerol 3-mercaptopropionate